(3R,4R)-4-{[5-(2,4-difluoro-phenyl)-isoxazole-3-carbonyl]-amino}-1-isopropyl-piperidine-3-carboxylic acid (1-pyridin-2-yl-ethyl)-amide N1=C(C=CC=C1)C(C)NC(=O)[C@@H]1CN(CC[C@H]1NC(=O)C1=NOC(=C1)C1=C(C=C(C=C1)F)F)C(C)C